B([O-])([O-])[O-].[PH4+].[PH4+].[PH4+] phosphonium borate